C(C)OC(C)(C)[C@@]1(CN(CC1)C(C)(C)C=1C=NC(=CC1)C)CCC=1OC2=C(N1)C=CC=C2 (S)-2-(2-(3-(2-ethoxypropan-2-yl)-1-(2-(6-methylpyridin-3-yl)propan-2-yl)pyrrolidin-3-yl)ethyl)benzo[d]oxazole